ClC1=C(C(=O)N[C@H]2C[C@H](CCC2)NC2=CC(=NC3=CC=C(C=C23)F)C(F)(F)F)C=CC=C1 2-chloro-N-[(1R,3S)-3-{[6-fluoro-2-(trifluoromethyl)quinolin-4-yl]amino}cyclohexyl]benzamide